N-[3-chloro-4-[4-(piperidine-4-carbonyl)piperazine-1-carbonyl]phenyl]-5-(2-fluoro-3,4-dimethoxy-phenyl)-1-methyl-imidazole-2-carboxamide ClC=1C=C(C=CC1C(=O)N1CCN(CC1)C(=O)C1CCNCC1)NC(=O)C=1N(C(=CN1)C1=C(C(=C(C=C1)OC)OC)F)C